(3S)-1-(1-((5-fluoro-2-pyridinyl)methyl)-1H-benzimidazol-2-yl)-N-methyl-3-piperidinamine FC=1C=CC(=NC1)CN1C(=NC2=C1C=CC=C2)N2C[C@H](CCC2)NC